8-bromo-6-fluoropyrido[3,4-d]pyrimidin-4(3H)-one BrC1=NC(=CC2=C1N=CNC2=O)F